(2R,3S,5R)-5-(6-amino-9H-purin-9-yl)-2-(chloromethyl)-2-(hydroxymethyl)tetrahydrofuran-3-ol NC1=C2N=CN(C2=NC=N1)[C@H]1C[C@@H]([C@](O1)(CO)CCl)O